1-[2-Methyl-4-(trifluoromethyl)phenyl]ethan-1-one CC1=C(C=CC(=C1)C(F)(F)F)C(C)=O